(S)-1-(3-(3-ethyl-4-n-propylpiperazine-1-carbonyl)-4-fluorobenzyl)quinazoline-2,4(1H,3H)-dione C(C)[C@H]1CN(CCN1CCC)C(=O)C=1C=C(CN2C(NC(C3=CC=CC=C23)=O)=O)C=CC1F